FC=1C(=C(C=CC1Cl)[N+](=O)[O-])Cl 3-fluoro-2,4-dichloronitrobenzene